24-chloro-N-(4-(2,6-dioxopiperidin-3-yl)phenyl)-3,6,9,12,15,18-hexaoxatetracosanamide ClCCCCCCOCCOCCOCCOCCOCCOCC(=O)NC1=CC=C(C=C1)C1C(NC(CC1)=O)=O